4-(5-(5-cyclopropyl-4,7-difluoro-3,3-dimethyl-2-oxoindolin-1-yl)-6-oxopyrimidin-1(6H)-yl)butanoic acid C1(CC1)C=1C(=C2C(C(N(C2=C(C1)F)C1=CN=CN(C1=O)CCCC(=O)O)=O)(C)C)F